tri(ethyl)zirconium mono-ethyl-(ethyl)acetate C(C)OC(CCC)=O.C(C)[Zr](CC)CC